C1(CCCCC1)[S+](C1=CC=CC=C1)C1CCCCC1 dicyclohexylphenyl-sulfonium